N-(2,5-dichlorophenyl)-4-(4-(4-(N-phenylpropionamido)piperidin-1-yl)pyrimidin-2-yl)piperazine-1-carboxamide ClC1=C(C=C(C=C1)Cl)NC(=O)N1CCN(CC1)C1=NC=CC(=N1)N1CCC(CC1)N(C(CC)=O)C1=CC=CC=C1